1-(trimethylsilyl)-3-buten-1-ol C[Si](C(CC=C)O)(C)C